FC1=C(C#N)C=C(C=C1)OC1=C(C2=C(N(C=N2)C2OCCCC2)C=C1F)CO 2-Fluoro-5-((6-fluoro-4-(hydroxymethyl)-1-(tetrahydro-2H-pyran-2-yl)-1H-benzo[d]imidazol-5-yl)oxy)benzonitrile